C(C)OC=1NC2=C(C1)C=CC=C2 ethoxybenzazole